FC1=C(C=CC=C1)C1=CC(=CN1S(=O)(=O)C=1C=NC=CC1)CNC 1-(5-(2-fluorophenyl)-1-(pyridine-3-ylsulfonyl)-1H-pyrrole-3-yl)-N-methyl-methylamine